FC1=C(C=C(OC2=CC=CC(=N2)C=2C=C(C=CC2)S(=O)(=O)N)C=C1)O 3-[6-(4-fluoro-3-hydroxyphenoxy)pyridin-2-yl]benzene-1-sulfonamide